6-fluoro-3-(1-methylpyrrolidin-3-yl)-1H-indole FC1=CC=C2C(=CNC2=C1)C1CN(CC1)C